ClC[C@H](CNC1=CC(=C(C=C1)N1CCOCC1)F)O (S)-1-chloro-3-((3-fluoro-4-morpholinophenyl)amino)-2-propanol